(R)-1-(4-chlorobenzyl)-3-(4-((3-methyl-2-oxopyrrolidin-1-yl)methyl)phenyl)urea ClC1=CC=C(CNC(=O)NC2=CC=C(C=C2)CN2C([C@@H](CC2)C)=O)C=C1